1-[3-(Chloro)-5-(trifluoromethyl)pyrid-2-yl]piperazine ClC=1C(=NC=C(C1)C(F)(F)F)N1CCNCC1